5-Iodo-2'-deoxyuridine-5'-monophosphate P(=O)(O)(O)OC[C@@H]1[C@H](C[C@@H](O1)N1C(=O)NC(=O)C(=C1)I)O